cis-Gondoic acid C(CCCCCCCCC\C=C/CCCCCCCC)(=O)O